C(C)NC(=O)N1[C@H]([C@]2(COCC(N2)=O)CCC1)COC1CCN(CC1)C1=NC=C(C=N1)F |o1:6,7| rel-(6S,7R)-N-ethyl-7-({[1-(5-fluoropyrimidin-2-yl)piperidin-4-yl]oxy}methyl)-2-oxo-4-oxa-1,8-diazaspiro[5.5]undecane-8-carboxamide